(S)-2-amino-3-(1H-indazol-3-yl)propanoic acid N[C@H](C(=O)O)CC1=NNC2=CC=CC=C12